BrC1=CC=CC=2C=3N(C(=NC12)[C@](N)(C)C(=O)NCCCC)N=C(N3)C3=C(C=C(C=C3)Cl)OC(F)F 2-{7-bromo-2-[4-chloro-2-(difluoromethoxy)phenyl][1,2,4]triazolo[1,5-c]quinazolin-5-yl}-N-butyl-L-alaninamide